(3-aminocyclobutyl)methanol hydrochloride Cl.NC1CC(C1)CO